isopropyl-thiaanthracene C(C)(C)C1SC2=CC3=CC=CC=C3C=C2C=C1